para-xylylene oxide C12=CC=C(C=C1)COC2